5α-stigmast-8(14)-en-3-one CC[C@H](CC[C@@H](C)[C@H]1CCC2=C3CC[C@H]4CC(CC[C@]4(C)[C@H]3CC[C@]12C)=O)C(C)C